FC=1C=C(CNC(=O)[C@@]2(C(N(CC2)C=2C=NC(=CC2)P(=O)(C)C)=O)O)C=C(C1)F (S)-N-(3,5-difluorobenzyl)-1-(6-(dimethylphosphoryl)pyridin-3-yl)-3-hydroxy-2-oxopyrrolidine-3-carboxamide